COC=1C=C(C=NC1C(F)(F)F)CNCC[C@]1(CCOC2(CCCC2)C1)C1=NC=CC=C1 {[5-methoxy-6-(trifluoromethyl)pyridin-3-yl]methyl}({2-[(9R)-9-(pyridin-2-yl)-6-oxaspiro[4.5]decan-9-yl]ethyl})amine